(R)-3-methoxymethyl-morpholin COC[C@H]1NCCOC1